CC1=C(C(=CC=C1)C)C1=NC(=NC(=C1)OC[C@@H](CC1(CC1)C)NCC=1C=C2C(=CN1)N(C=C2)C(C)C)NS(=O)(=O)C=2C=C(C(=O)O)C=CC2 3-[[4-(2,6-dimethylphenyl)-6-[(2R)-2-[(1-isopropylpyrrolo[2,3-c]pyridin-5-yl)methylamino]-3-(1-methylcyclopropyl)propoxy]pyrimidin-2-yl]sulfamoyl]benzoic acid